ClC1=C(C(=O)NC2=C3C=NN(C3=CC=C2)C2=CC(=CC=C2)C(F)(F)F)C=C(C=C1)CNC(C(CO)(C)C)=O 2-chloro-5-{[(3-hydroxy-2,2-dimethylpropanoyl)amino]methyl}-N-{1-[3-(trifluoromethyl)phenyl]-1H-indazole-4-yl}benzamide